diethylene glycol mono-tert-butyl ether C(C)(C)(C)OCCOCCO